NC=1N2C(C=3N(C(N(C3N1)CCN1CCCCC1)=O)C)=NC(=N2)C=2OC=CC2 5-Amino-8-furan-2-yl-1-methyl-3-(2-piperidin-1-yl-ethyl)-1,3-dihydro-[1,2,4]triazolo[5,1-i]purin-2-one